ClC1=C(N=C(NC1=O)C1=CC=NC=C1)N1CC(CC(C1)C)C 5-chloro-4-(3,5-dimethyl-1-piperidinyl)-2-(4-pyridinyl)-1H-pyrimidin-6-one